C(CC(O)(C(=O)O)CC(=O)O)(=O)O.C(C)OCC1(CN(CC1)C(C)(C)C=1C=NC(=CC1)C)CCN1C(N(C2=C1C=C(C(=C2)F)F)CC(C)C)=O 1-(2-(3-(ethoxymethyl)-1-(2-(6-methylpyridin-3-yl)propan-2-yl)pyrrolidin-3-yl)ethyl)-5,6-difluoro-3-isobutyl-1,3-dihydro-2H-benzo[d]imidazol-2-one citrate